ClC1=C(C=CC(=C1)C#N)S(=O)(=O)N1C[C@@H]([C@](C1)(CO)O)S(=O)(=O)C1=CC(=C(C#N)C=C1)F 4-(((3s,4s)-1-((2-chloro-4-cyanophenyl)sulfonyl)-4-hydroxy-4-(hydroxymethyl)pyrrolidin-3-yl)sulfonyl)-2-fluorobenzonitrile